The molecule is a member of the class of thromboxanes B that is (5Z,13E,17Z)-thromboxa-5,13,17-trien-1-oic acid substituted by hydroxy groups at positions 9, 11 and 15. It has a role as a mouse metabolite and a human metabolite. CC/C=C\\C[C@@H](/C=C/[C@@H]1[C@H]([C@H](CC(O1)O)O)C/C=C\\CCCC(=O)O)O